O(C1=CC=C(N)C=C1)C=1C=C(N)C=CC1 3,4'-oxy-dianiline